ClC(=O)N(C(CCCCCCCCC(=O)OCC(CCCCCC)CCCC)CCCCCCCCC(=O)OCC(CCCCCC)CCCC)CC1CCN(CC1)C bis(2-butyloctyl) 10-[chlorocarbonyl-[(1-methyl-4-piperidyl)methyl]amino]nonadecanedioate